(trifluoromethyl)-4H-pyrido[1,2-a]pyrimidin-4-on FC(F)(F)C=1N=C2N(C(C1)=O)C=CC=C2